O[C@@]1(C(N(CC1)C)=O)C1=CC(=CC=C1)B1OC(C(O1)(C)C)(C)C (R,S)-3-Hydroxy-1-methyl-3-(3-(4,4,5,5-tetramethyl-1,3,2-dioxaborolan-2-yl)phenyl)pyrrolidin-2-one